methyl 5-chloro-1-(2-trimethylsilylethoxymethyl)pyrazole-3-carboxylate ClC1=CC(=NN1COCC[Si](C)(C)C)C(=O)OC